4-[5-(7-cyano-2-methyl-indazol-5-yl)-7-fluoro-indazol-2-yl]piperidine-1-carboxylic acid tert-butyl ester C(C)(C)(C)OC(=O)N1CCC(CC1)N1N=C2C(=CC(=CC2=C1)C1=CC2=CN(N=C2C(=C1)C#N)C)F